3-((6-amino-5-carbamoyl-4'-sulfamoyl-[1,1'-biphenyl]-3-yl)oxy)benzoic acid NC1=C(C=C(C=C1C1=CC=C(C=C1)S(N)(=O)=O)OC=1C=C(C(=O)O)C=CC1)C(N)=O